butyl 2,2',2''-(2,4,6-trioxo-1,3,5-triazinane-1,3,5-triyl)triacetate O=C1N(C(N(C(N1CC(=O)[O-])=O)CC(=O)[O-])=O)CC(=O)OCCCC